FC1=NC=CC(=C1)C=1C=C2C(=NNC2=CC1)C(=O)NC1CCNCC1 5-(2-Fluoropyridin-4-yl)-N-(piperidin-4-yl)-1H-indazole-3-carboxamide